C(C)(C)(C)OC(=O)N[C@H](CC(=O)OCC1=CC=CC=C1)CSC1=CC=CC=C1 (R)-Benzyl 3-(tert-butoxycarbonylamino)-4-(phenylthio)butanoate